ethyl 2-((2R,3S,4S,5R)-3-(3,4-difluoro-2-methoxyphenyl)-4,5-dimethyl-5-(trifluoromethyl)tetrahydrofuran-2-yl)-4-oxo-1,4-dihydropyridine-3-carboxylate FC=1C(=C(C=CC1F)[C@H]1[C@@H](O[C@]([C@H]1C)(C(F)(F)F)C)C=1NC=CC(C1C(=O)OCC)=O)OC